ClC1=C(C=C(C=2C3=C(NC12)[C@@H](CNC(C3)=O)CC(C)(F)F)CC#N)Cl |r| racemic-2-(7,8-dichloro-5-(2,2-difluoropropyl)-2-oxo-1,2,3,4,5,6-hexahydroazepino[4,5-b]indol-10-yl)acetonitrile